C(C1=CC=CC=C1)N1CCC(CC1)C(C(=O)NC1=C(C=C(C=C1C)C)C)CC (1-Benzylpiperidin-4-yl)-N-(2,4,6-trimethylphenyl)butanamide